(1S,2R,3R)-3-hydroxycyclopentane-1,2-dicaffeamide O[C@H]1[C@H]([C@H](CC1)C1=CC(=C(C=C1/C=C/C(=O)N)O)O)C1=CC(=C(C=C1/C=C/C(=O)N)O)O